tert-butyl 4-[4-bromo-1-[4-(difluoromethyl)phenyl]pyrazol-3-yl]piperazine-1-carboxylate BrC=1C(=NN(C1)C1=CC=C(C=C1)C(F)F)N1CCN(CC1)C(=O)OC(C)(C)C